2,β-Dinitrostyrene [N+](=O)([O-])C1=C(C=C[N+](=O)[O-])C=CC=C1